C(C)OC(COCCCCCCl)=O.NC=1C=CC(=NC1)S(=O)(=O)N(CC1=CC(=C(C=C1)OC)OC)CC1=CC(=C(C=C1)OC)OC 5-amino-N,N-bis(3,4-dimethoxybenzyl)pyridine-2-sulfonamide ethyl-2-(5-chloropentoxy)acetate